[2-(methacrylamido)ethyl]trimethylammonium bromide [Br-].C(C(=C)C)(=O)NCC[N+](C)(C)C